2-(7-((2S,5R)-5-ethyl-2-methyl-4-(1-(2-methylpyrazolo[1,5-a]pyrimidin-5-yl)propyl)piperazin-1-yl)-4-methyl-5-oxo-4,5-dihydropyrazolo[1,5-a]pyrimidin-2-yl)acetonitrile C(C)[C@H]1N(C[C@@H](N(C1)C1=CC(N(C=2N1N=C(C2)CC#N)C)=O)C)C(CC)C2=NC=1N(C=C2)N=C(C1)C